C(C)(=O)NCCO N-acetyl-ethanolamine